cobalt(II) chloride hydrate O.[Co](Cl)Cl